5-[4-amino-5-(trifluoromethyl)pyrrolo[2,1-f][1,2,4]triazin-7-yl]-N-[(3R,4S)-4-fluoro-1-{1-[3-(trifluoromethoxy)phenyl]ethyl}pyrrolidin-3-yl]-2-methoxypyridine-3-carboxamide NC1=NC=NN2C1=C(C=C2C=2C=C(C(=NC2)OC)C(=O)N[C@@H]2CN(C[C@@H]2F)C(C)C2=CC(=CC=C2)OC(F)(F)F)C(F)(F)F